C(CC)(=O)OCC1OC(OC1)(C)C 2,2-dimethyl-1,3-dioxolane-4-methanol propionate